BrC(CO)CCCl 2-bromo-4-chlorobutanol